2,5-difluoro-4-(2-(1-(2-(methylthio)propanoyl)piperidin-2-yl)imidazol-4-yl)benzonitrile FC1=C(C#N)C=C(C(=C1)C=1N=C(NC1)C1N(CCCC1)C(C(C)SC)=O)F